C1(=CC=CC=C1)NCCCCCCC N-phenylheptylamine